BrC=1C(=CC2=C(N(C=N2)C2=CC=C(C(=N2)N2N=C(C=C2C)C#N)C(F)F)C1)OC1COC1 1-[6-[6-bromo-5-(oxetan-3-yloxy)benzimidazol-1-yl]-3-(difluoromethyl)-2-pyridyl]-5-methyl-pyrazole-3-carbonitrile